Tert-butyl 4-(4-methyl-1-oxo-1,3-dihydroisobenzofuran-5-yl)-3,6-dihydropyridine-1(2H)-carboxylate CC1=C2COC(C2=CC=C1C=1CCN(CC1)C(=O)OC(C)(C)C)=O